N-(4-methoxybenzyl)-4-(1-methyl-3-phenyl-1H-pyrazol-4-yl)-7-(3-morpholinoprop-1-yn-1-yl)pyrido[3,2-d]pyrimidin-6-amine COC1=CC=C(CNC=2C(=CC=3N=CN=C(C3N2)C=2C(=NN(C2)C)C2=CC=CC=C2)C#CCN2CCOCC2)C=C1